FC1=C(C=CC=C1)[C@H]1[C@@H](CN(C1)CCOC)NC(=O)NC1=CC(=NN1C1=CC=CC=C1)C(C)C trans-1-(4-(2-fluorophenyl)-1-(2-methoxyethyl)pyrrolidin-3-yl)-3-(3-isopropyl-1-phenyl-1H-pyrazol-5-yl)urea